C(CC)C(C(=O)OC[C@]1(O[C@H](C[C@@H]1OC(CCC)=O)N1C2=NC(=NC(=C2N=C1)N)F)C#C)CCC [(2R,3S,5R)-5-(6-amino-2-fluoro-9H-purin-9-yl)-3-(butanoyloxy)-2-ethynyloxolan-2-yl]methyl 2-propylpentanoate